5-{[(5-Chlorothiophen-2-yl)methyl]amino}-1-(2,2-dimethylpropanoyl)-3-[1-(morpholin-4-carbonyl)piperidin-4-yl]-1H-pyrazol-4-carbonitril ClC1=CC=C(S1)CNC1=C(C(=NN1C(C(C)(C)C)=O)C1CCN(CC1)C(=O)N1CCOCC1)C#N